C(CCC(=O)O)(=O)O.N1=C(C=CC=C1)C(C)OCCN [1-(2-pyridyl)ethoxy]ethylamine succinate